[Si](C)(C)(C(C)(C)C)OC=1C=C2C(=NN(C2=CC1)C1OCCCC1)C1=CN=C(S1)COCCOCC[C@@H](C)CS(=O)(=O)[O-] [(1R)-3-[2-[[5-[5-[tert-butyl(dimethyl)silyl]oxy-1-tetrahydropyran-2-yl-indazol-3-yl]thiazol-2-yl]methoxy]ethoxy]-1-methyl-propyl]methanesulfonate